C1(=CC=CC=C1)N(C1=CC=2C3(C4=CC(=CC=C4C2C=C1)N(C1=CC=CC2=CC=CC=C12)C1=CC=CC=C1)C1=CC=CC=C1C=1C=CC=CC13)C1=CC=CC3=CC=CC=C13 (N,N'-diphenyl)-N,N'-bis(1-naphthyl)-9,9'-spirobifluorene-2,7-diamine